13-chloro-10-(2,6-difluoro-4-{[2-(methylamino)ethyl]amino}phenyl)-8-ethyl-14-methyl-6,8,10-triazatricyclo[9.4.0.02,7]pentadeca-1(11),2(7),3,5,12,14-hexaen-9-one ClC1=CC=2N(C(N(C=3N=CC=CC3C2C=C1C)CC)=O)C1=C(C=C(C=C1F)NCCNC)F